CN1C(C2(OC3=C(C=C(C=C3)C3=CC=CC=C3)C23C(N(C2=CC=CC=C32)C)=O)C3=CC=CC=C13)=O 1,1''-Dimethyl-5'-phenyldispiro[indoline-3,2'-benzofuran-3',3''-indoline]-2,2''-dione